C(C)OC(=O)[C@H]1[C@@H](C1)C1=NC=C(N=C1)Br trans-2-(5-bromo-pyrazin-2-yl)-cyclopropanecarboxylic acid ethyl ester